ClC1=C(C(=CC=C1)OC)C1(CC1)C(=O)NC(C(=O)O)CCN(CCCCC1=NC=2NCCCC2C=C1)CCOC1(CC1)C 2-[[1-(2-chloro-6-methoxy-phenyl)cyclopropanecarbonyl]amino]-4-[2-(1-methylcyclopropoxy)ethyl-[4-(5,6,7,8-tetrahydro-1,8-naphthyridin-2-yl)butyl]amino]butanoic acid